tert-butyl 4-((4-amino-2-oxopyrrolidin-1-yl)methyl)benzoate NC1CC(N(C1)CC1=CC=C(C(=O)OC(C)(C)C)C=C1)=O